4-methylpiperazine-1-carboxylic acid [(2s,3s,4E,6r,7s,10r)-2-[(E)-1-(3-fluoro-5-morpholin-4-ylphenyl) prop-1-en-2-yl]-10-hydroxy-3,7-dimethyl-12-oxo-1-oxododec-4-en-6-yl] ester FC=1C=C(C=C(C1)N1CCOCC1)\C=C(/C)\[C@@H](C=O)[C@H](\C=C\[C@@H]([C@H](CC[C@H](CC=O)O)C)OC(=O)N1CCN(CC1)C)C